N-(1-(cyclopropylsulfonyl)piperidin-4-yl)-5-fluoro-4-(5-fluoro-6-isopropoxypyridin-3-yl)pyrimidin-2-amine C1(CC1)S(=O)(=O)N1CCC(CC1)NC1=NC=C(C(=N1)C=1C=NC(=C(C1)F)OC(C)C)F